S(=O)(=O)(O)N[C@@H]([C@@H](C)CC)C(=O)O sulfoisoleucine